C1(CCCC1)N1N=NC2=C1C=CC(=C2)C2=NC(=NO2)C2=CC(=CC=C2)C(F)(F)F cyclopentyl-5-{3-[3-(trifluoromethyl)phenyl]-1,2,4-oxadiazol-5-yl}-1H-1,2,3-benzotriazole